O=C1NC2=C(N1C1CCN(CC1)C1=CC=CC=C1C(=O)[O-])C=CC=C2 4-(2-oxo-2,3-dihydro-1H-benzo[d]imidazol-1-yl)piperidine-1-benzoate